N2-{2-[5-fluoro-2-(trifluoromethoxy)phenyl][1,2,4]triazolo[1,5-c]quinazolin-5-yl}-N-propyl-D-alaninamide FC=1C=CC(=C(C1)C1=NN2C(=NC=3C=CC=CC3C2=N1)N[C@H](C)C(=O)NCCC)OC(F)(F)F